1-Azabicyclo[3.2.2]nonan-3-amine N12CC(CC(CC1)CC2)N